ClC=1C(=C(C=CC1)O)C1=NC=C2C(=N1)N(N=C2)CC2=C(C=C(C=C2)C=2N(C=C(N2)C(F)(F)F)C(C)C)NCCCO 3-chloro-2-(1-(2-((3-hydroxypropyl)amino)-4-(1-isopropyl-4-(trifluoromethyl)-1H-imidazol-2-yl)benzyl)-1H-pyrazolo[3,4-d]pyrimidin-6-yl)phenol